4-[2-(2,4,6-trifluorophenoxymethyl)-phenyl]piperidine FC1=C(OCC2=C(C=CC=C2)C2CCNCC2)C(=CC(=C1)F)F